F\C=C(\C(F)(F)F)/Cl Z-1,3,3,3-tetrafluoro-2-chloropropene